(R)-1-(2,4-Dimethoxybenzyl)-5-ethoxy-6-(methoxymethyl)-1,2,3,6-tetrahydropyrazine COC1=C(CN2CCN=C([C@H]2COC)OCC)C=CC(=C1)OC